tert-butyl 4-(6-{5-[4-({2,3,5-trifluoro-4-[(4-methoxyphenyl)methoxy]benzamido}methyl)bicyclo[2.2.2]octan-1-yl]-1,2,4-oxadiazol-3-yl}pyridazin-3-yl)piperazine-1-carboxylate FC1=C(C(=O)NCC23CCC(CC2)(CC3)C3=NC(=NO3)C3=CC=C(N=N3)N3CCN(CC3)C(=O)OC(C)(C)C)C=C(C(=C1F)OCC1=CC=C(C=C1)OC)F